C1(CC1)OC1=CC(=C(C(=O)O)C=C1[N+](=O)[O-])C 4-cyclopropoxy-2-methyl-5-nitrobenzoic acid